ClC=1C=CC2=C(C1OC)COC=1N=C(SC12)N(C1CC(NC(C1)(C)C)(C)C)C 7-chloro-6-methoxy-N-methyl-N-(2,2,6,6-tetramethylpiperidin-4-yl)-5H-isochromeno[3,4-d]thiazol-2-amine